(5-formyl-8-(methylamino)-2,7-naphthyridin-3-yl)cyclopropanecarboxamide C(=O)C1=C2C=C(N=CC2=C(N=C1)NC)C1(CC1)C(=O)N